OC(=O)C(F)(F)F.C1=CC=CC2=CC=CC=C12 naphthalene TFA salt